ClC=1C(=C(NC2=C(NC3=C2C(NCC3)=O)C3=C(C=NC=C3)O[C@@H](C)C3OCCOC3)C=CC1)OC 3-(3-Chloro-2-methoxyanilino)-2-{3-[(1S)-1-(1,4-dioxan-2-yl)ethoxy]pyridin-4-yl}-1,5,6,7-tetrahydro-4H-pyrrolo[3,2-c]pyridin-4-one